isopropyl 2-(furan-2-ylmethylene)-3-(1,3-dioxolan-2-yl)-propionate O1C(=CC=C1)C=C(C(=O)OC(C)C)CC1OCCO1